1-(1-(4-fluorophenyl)ethyl)-4-(4,4,5,5-tetramethyl-1,3,2-dioxaborolan-2-yl)-1H-pyrazole FC1=CC=C(C=C1)C(C)N1N=CC(=C1)B1OC(C(O1)(C)C)(C)C